3,6-divinyl-1,2,4,5-tetrazine C(=C)C=1N=NC(=NN1)C=C